FC(C(=O)O)(F)F.C(CCCCCCCCCCCCCC)N(C(OCC1=CC=CC=C1)=O)[C@H]1CNCC1 benzyl (R)-pentadecyl(pyrrolidin-3-yl)carbamate trifluoroacetate salt